1-(5-chloropyrazol-2-yl)ethan-1-one titanium [Ti].ClC=1C=CN(N1)C(C)=O